benzyl-6-((tetrahydro-2H-pyran-4-yl)oxy)spiro[indene-2,4'-piperidine]-1(3H)-one C(C1=CC=CC=C1)N1CCC2(CC1)C(C1=CC(=CC=C1C2)OC2CCOCC2)=O